(4-(Chloromethyl)1H-pyrazol-1-yl)pyridine hydrochloride Cl.ClCC=1C=NN(C1)C1=NC=CC=C1